[C@@H]12COC[C@H]2C1 (1R,5S,6r)-3-oxabicyclo[3.1.0]hexan